methyl 2-(1,3-dimethyl-2-oxo-5-phenylindolin-3-yl)acetate CN1C(C(C2=CC(=CC=C12)C1=CC=CC=C1)(C)CC(=O)OC)=O